(3-bromo-4-fluorophenyl)-3-(4-((2-(1-oxothiomorpholino)ethyl)amino)-1,2,5-oxadiazol-3-yl)oxadiazol-5(4H)-one BrC=1C=C(C=CC1F)C1N(NOC1=O)C1=NON=C1NCCN1CCS(CC1)=O